BrC1=CC(=C(C=C1)NC=1C=C(C=C(C1)C1=C(C=C(C=C1)F)F)NS(=O)(=O)C1CC1)[N+](=O)[O-] N-(5-((4-bromo-2-nitrophenyl)amino)-2',4'-difluoro-[1,1'-biphenyl]-3-yl)cyclopropanesulfonamide